benzyl-(4-hydroxyphenyl)(methyl)sulfonium C(C1=CC=CC=C1)[S+](C)C1=CC=C(C=C1)O